C1(CC1)OC[C@H](C1=CC2=C(N(C=N2)COCC[Si](C)(C)C)C=C1)N1C(C2=CC=CC=C2C1=O)=O (S)-2-(2-Cyclopropoxy-1-(1-((2-(trimethylsilyl)ethoxy)methyl)-1H-benzo[d]imidazol-5-yl)ethyl)isoindoline-1,3-dione